(3aR,6aS)-5-[[6-(2,4-dimethylpyrazol-3-yl)pyridazin-3-yl]oxy-methyl]-2-(tetrahydro-pyran-4-ylmethyl)-3,3a,4,5,6,6a-hexa-hydro-1H-cyclopenta[c]pyrrole CN1N=CC(=C1C1=CC=C(N=N1)OCC1C[C@@H]2[C@@H](CN(C2)CC2CCOCC2)C1)C